CC1=C(C(=O)N2CCC(CC2)CNC(OCCCC)=O)C=CC(=C1)[N+](=O)[O-] butyl N-[[1-(2-methyl-4-nitro-benzoyl)-4-piperidyl]methyl]carbamate